3-(1-trityl-1H-imidazol-5-yl)acrylic acid C(C1=CC=CC=C1)(C1=CC=CC=C1)(C1=CC=CC=C1)N1C=NC=C1C=CC(=O)O